C1(CC1)C=1C(=NSC1C(=O)OC)C(C)C METHYL 4-CYCLOPROPYL-3-ISOPROPYL-ISOTHIAZOLE-5-CARBOXYLATE